2-methyloctahydropyrrolo[3,4-c]pyrrole CN1CC2CNCC2C1